C(#N)C1(COC1)C1=NN(C2=CC(=CC(=C12)N1CCN(CC1)C(C(C)C)=O)S(=O)(=O)N)C=1SC(=NN1)C(F)F (3-cyanooxetan-3-yl)-1-(5-(difluoromethyl)-1,3,4-thiadiazol-2-yl)-4-(4-isobutyrylpiperazin-1-yl)-1H-indazole-6-sulfonamide